3-((tert-Butyldimethylsilyloxy)-2,2-difluoropropoxy)-3-nitro-2-(prop-1-en-2-yl)pyridine (-)-diethyl-D-tartrate C(C)[C@@]([C@@](C(=O)O)(O)CC)(O)C(=O)O.[Si](C)(C)(C(C)(C)C)OCC(COC1(C(N=CC=C1)C(=C)C)[N+](=O)[O-])(F)F